[1-(6-Chloropyridin-2-yl)cyclopropyl]methanol ClC1=CC=CC(=N1)C1(CC1)CO